(Z)-N'-ethoxy-6-(1-methyl-5-(trifluoromethyl)-1H-benzo[d]imidazol-2-yl)-5-(N-methylsulfamoyl)pyrazine C(C)ON1CC=NC(=C1S(NC)(=O)=O)C1=NC2=C(N1C)C=CC(=C2)C(F)(F)F